C(C)(C)(C)OC(=O)N([C@H](C(=O)OC)CC)C methyl (2S)-2-[tert-butoxycarbonyl(methyl) amino]butanoate